Cl.CC1=NC(=NC=2N(CC(NC12)=O)C)NC1=NC=CC(=C1)N1CCNCC1 4,8-dimethyl-2-((4-(piperazin-1-yl)pyridin-2-yl)amino)-7,8-dihydropteridin-6(5H)-one hydrochloride